3-((4-(pyridin-2-yl)phenyl)amino)benzamide N1=C(C=CC=C1)C1=CC=C(C=C1)NC=1C=C(C(=O)N)C=CC1